1-methyl-4-[(methylphenylhydrazono)methyl]pyridinium methylsulfate COS(=O)(=O)[O-].C[N+]1=CC=C(C=C1)C=NN(C1=CC=CC=C1)C